FC1=C(C=C(C=N1)C1=NC=CC(=C1N1CCC(CC1)(C1=NN=CN1C)F)C#N)C=O 6'-Fluoro-3-[4-fluoro-4-(4-methyl-4H-1,2,4-triazol-3-yl)piperidin-1-yl]-5'-formyl-[2,3'-bipyridine]-4-carbonitrile